N,N-bis[2-[[2,4,8,10-tetrakis(1,1-dimethylethyl)dibenzo[d,f][1,3,2]Dioxaphosphepin-6-yl]oxy]-ethyl]ethanamine CC(C)(C)C1=CC2=C(OP(OC3=C2C=C(C=C3C(C)(C)C)C(C)(C)C)OCCN(CC)CCOP3OC2=C(C4=C(O3)C(=CC(=C4)C(C)(C)C)C(C)(C)C)C=C(C=C2C(C)(C)C)C(C)(C)C)C(=C1)C(C)(C)C